CC1=CC=C(N=N1)[C@@H](C)NC(C1=CC(=CC(=C1)OC[C@H]1COCC1)C=1SC(=CN1)C)=O N-[(1R)-1-(6-Methylpyridazin-3-yl)ethyl]-3-(5-methyl-1,3-thiazol-2-yl)-5-[(3R)-tetrahydrofuran-3-ylmethoxy]benzamide